COC1=NC(=CC=N1)C(F)(F)F 2-methoxy-6-(trifluoromethyl)pyrimidine